C1=CC=CC=2C3=CC=CC=C3C(C12)COC(=O)NCC(=O)O N-(9-fluorenylmethoxycarbonyl)-glycine